2-bromo-1-(4-fluorophenyl)ethanone BrCC(=O)C1=CC=C(C=C1)F